tert-butyl 3-(bromomethyl)-6-(2-(dimethylamino)-2-oxoethyl)-1H-indole-1-carboxylate BrCC1=CN(C2=CC(=CC=C12)CC(=O)N(C)C)C(=O)OC(C)(C)C